N2-(5-fluoro-2-methylphenyl)-5-(1-methyl-1H-pyrazol-4-yl)-N4-(1,2,3,4-tetrahydroisoquinolin-7-yl)pyrimidine-2,4-diamine FC=1C=CC(=C(C1)NC1=NC=C(C(=N1)NC1=CC=C2CCNCC2=C1)C=1C=NN(C1)C)C